C(C)(C)OC1=C(C(=CC(=C1)OC(C)C)OC(C)C)C1=C(C=CC=C1OC)OC 2',4',6'-triisopropyloxy-2,6-dimethoxy-1,1'-biphenyl